NC(=O)N.F[P-](F)(F)(F)(F)F hexafluorophosphate-urea